CN(C(CN1N=C2C=CC(=CC2=C1)B1OC(C(O1)(C)C)(C)C)=O)C N,N-dimethyl-2-(5-(4,4,5,5-tetramethyl-1,3,2-dioxaborolan-2-yl)-2H-indazol-2-yl)acetamide